FC(OC1=CC2=C(N=C(O2)C=2C(=C(C=CC2)C2=C(C(=CC=C2)C2=NC(=C(C=C2)CN2CC(C2)(C)C)OC)C)C)C=C1CN1[C@@H](CCC1)C(=O)O)F ((6-(difluoromethoxy)-2-(3'-(5-((3,3-dimethylazetidin-1-yl)methyl)-6-methoxypyridin-2-yl)-2,2'-dimethyl-[1,1'-biphenyl]-3-yl)benzo[d]oxazol-5-yl)methyl)-L-proline